8-(1,3-dimethyl-1H-indazol-5-yl)-2,7-dimethyl-N-((6-methylpyridin-3-yl)methyl)pyrazolo[1,5-a][1,3,5]triazin-4-amine CN1N=C(C2=CC(=CC=C12)C=1C(=NN2C1N=C(N=C2NCC=2C=NC(=CC2)C)C)C)C